C(C)OC(=O)C=1C=NC(=CC1OC1CC1)F.N1(C=NC=C1)C1=CC=C(C=C1)C1=CC(=NN1)NC1=C(C=C(C=C1)NC(C)=O)Cl N-(4-((5-(4-(1H-imidazol-1-yl)phenyl)-1H-pyrazol-3-yl)amino)-3-chlorophenyl)acetamid ethyl-4-cyclopropoxy-6-fluoropyridine-3-carboxylate